γ-aminopropyltriethyl-oxysilane NCCC[Si](OCC)(OCC)OCC